tert-butyl N2,N6-bis(tert-butoxycarbonyl)-N6-(4-hydroxybutyl)-L-lysinate C(C)(C)(C)OC(=O)N[C@@H](CCCCN(CCCCO)C(=O)OC(C)(C)C)C(=O)OC(C)(C)C